The molecule is sodium fluorophosphate, commonly abbreviated MFP, is an inorganic compound with the chemical formula Na2PO3F. Typical for a salt, MFP is odourless, colourless, and water-soluble. This salt is an ingredient in toothpastes. It has a role as an antibacterial agent. It is an inorganic sodium salt and an inorganic phosphate. [O-]P(=O)([O-])F.[Na+].[Na+]